FC1=NC(=C2N=CN(C2=N1)C1OCC1)NCC1=C(C=C(C=C1)F)Cl 2-fluoro-6-[(2-chloro-4-fluorobenzyl)amino]-9-(oxetan-2-yl)-9H-purine